hydroxypropyl thioether bis(2-mercaptoacetate) SCC(=O)O.SCC(=O)O.OCCCSCCCO